N-(1''-(3-(cyclopentyl(methyl)amino)benzoyl)dispiro[cyclopropane-1,1'-cyclohexane-4',3''-indolin]-5''-yl)methanesulfonamide C1(CCCC1)N(C=1C=C(C(=O)N2CC3(C4=CC(=CC=C24)NS(=O)(=O)C)CCC2(CC3)CC2)C=CC1)C